3-amino-5-((4-(trifluoromethyl)phenyl)sulfonyl)-N'-(2-((triisopropylsilyl)oxy)acetyl)picolinohydrazide NC=1C(=NC=C(C1)S(=O)(=O)C1=CC=C(C=C1)C(F)(F)F)C(=O)NNC(CO[Si](C(C)C)(C(C)C)C(C)C)=O